C(#N)[C@H](C)OC1=CC(=C(C=N1)OCC(C#N)(C)C)C1=CC=2N(C=C1)N=C(C2)NC2=NC(=NC(=C2)C)C (S)-3-[[6-(1-cyanoethoxy)-4-[2-[(2,6-dimethylpyrimidin-4-yl)amino]pyrazolo[1,5-a]pyridin-5-yl]-3-pyridyl]oxy]-2,2-dimethyl-propanenitrile